C(C)(C)(C)NCC1=CC=C(C=C1)C1=CC(=CC=C1)S(=O)(=O)N1CCC2(C[C@@H](CO2)NC[C@@H](COC2=CC(=CC=C2)S(=O)(=O)C2(CC2)CO)O)CC1 (S)-1-((S)-8-(4'-((tert-butylamino)methyl)biphenyl-3-ylsulfonyl)-1-oxa-8-azaspiro[4.5]decan-3-ylamino)-3-(3-(1-(hydroxymethyl)cyclopropylsulfonyl)phenoxy)propan-2-ol